9-[6-(4-acetylpiperazin-1-yl)pyridin-3-yl]-6-tert-butyl-10-methoxy-2-oxo-6,7-dihydro-2H-pyrido[2,1-a]isoquinoline-3-carboxylic acid ethyl ester C(C)OC(=O)C=1C(C=C2N(C(CC3=CC(=C(C=C23)OC)C=2C=NC(=CC2)N2CCN(CC2)C(C)=O)C(C)(C)C)C1)=O